(3-methoxy-3-methyl-butyl) (2S)-2-[[[(2R,3S,4R,5R)-5-(4-aminopyrrolo[2,1-f][1,2,4]triazin-7-yl)-5-cyano-3,4-dihydroxy-tetrahydrofuran-2-yl]methoxy-phenoxy-phosphoryl]amino]propanoate NC1=NC=NN2C1=CC=C2[C@]2([C@@H]([C@@H]([C@H](O2)COP(=O)(OC2=CC=CC=C2)N[C@H](C(=O)OCCC(C)(C)OC)C)O)O)C#N